6-(2-fluorophenyl)-N2-(5-fluoropyridin-3-yl)-N4-isopropyl-1,3,5-triazine-2,4-diamine FC1=C(C=CC=C1)C1=NC(=NC(=N1)NC=1C=NC=C(C1)F)NC(C)C